3,4,5,6-tetra(carbazol-9-yl)phthalimide C1=CC=CC=2C3=CC=CC=C3N(C12)C1=C2C(C(=O)NC2=O)=C(C(=C1N1C2=CC=CC=C2C=2C=CC=CC12)N1C2=CC=CC=C2C=2C=CC=CC12)N1C2=CC=CC=C2C=2C=CC=CC12